COC(CCC1=C(C(=O)O)C=CC=C1)=O 2-(3-methoxy-3-oxopropyl)benzoic acid